CC1(CC=2C(=NC(=C(C2)[N+](=O)[O-])N2CCOCC2)O1)CC(C)O (2-methyl-6-morpholino-5-nitro-3H-furo[2,3-b]pyridin-2-yl)propan-2-ol